CCCCCCCC/C=C/CCCCCCCCNC(=O)CCCCCCC/C=C\CCCCCCCC dioleamide